2-(1-(hexyloxy)prop-1-en-2-yl)naphthalene C(CCCCC)OC=C(C)C1=CC2=CC=CC=C2C=C1